FC1=CC=C(C=C1)C([C@H](C)O)C1=CC=C(C=C1)F (S)-1,1-bis(4-fluorophenyl)-2-propanol